p-diaminoazobenzene C1=CC(=CC=C1N)N=NC2=CC=C(C=C2)N